Cl.N1C=CC2=C(C=CC=C12)NC(C1=NC=C(C=C1)CCC)=O N-(1H-indol-4-yl)-5-propylpicolinamide hydrogen chloride